N-phenyl-4-(1-phenylnaphthalen-3-yl)aniline C1(=CC=CC=C1)NC1=CC=C(C=C1)C=1C=C(C2=CC=CC=C2C1)C1=CC=CC=C1